C1(CCCCC1)N1N=C(N=C1C1CNCCO1)CC1=CC=C(C=C1)OC 2-(1-Cyclohexyl-3-(4-methoxybenzyl)-1H-1,2,4-triazol-5-yl)morpholin